OC(CC(C(=O)[O-])=O)CCC(=O)[O-] 4-Hydroxy-2-oxoheptandioat